cyclopentyl 2-((1,2,3,5,6,7-hexahydro-s-indacen-4-yl)amino)-5-(isoxazol-3-yl)-4,5-dihydrooxazole-5-carboxylate C1CCC2=C(C=3CCCC3C=C12)NC=1OC(CN1)(C(=O)OC1CCCC1)C1=NOC=C1